BrC=1C=CC=2N(C1C)C=NN2 6-bromo-5-methyl-[1,2,4]triazolo[4,3-a]pyridine